C(CCC)OC(C(C(C(=O)O)C1CCCCC1)(C#N)C1CCCCC1)=O 2,3-dicyclohexyl-2-cyanosuccinic acid-1-n-butyl ester